C1(CC1)COC=1C=C(C=CC1OC(F)F)N1N=C(C=CC1=O)C(=O)OC=1C=C2CNC(C2=CC1)=O 1-oxo-isoindolin-5-yl 1-(3-(cyclopropylmethoxy)-4-(difluoromethoxy) phenyl)-6-oxo-1,6-dihydropyridazine-3-carboxylate